NC1=C(C=C(C=C1)C=1SC(=CC1)F)NC(C1=CC=C(C=C1)[S@@](=O)(=N)C1CC1)=O |o1:21| rel-(R)-N-[2-amino-5-(5-fluoro-2-thienyl)phenyl]-4-(cyclopropylsulfonimidoyl)benzamide